C(C)(C)C1=CC(=NO1)C=O 5-ISOPROPYLISOXAZOLE-3-CARBALDEHYDE